C(C)NC(CN1[C@H]2CC(C[C@@H]1CCC2)N(C(OC(C)(C)C)=O)C)=O tert-butyl ((1R,3s,5S)-9-(2-(ethylamino)-2-oxoethyl)-9-azabicyclo[3.3.1]nonan-3-yl)(methyl)carbamate